FC1(CC(C1)N1C=C2C(N=C(N=C2N[C@H](C#C)C2=C(C(=CC=C2)C(F)F)F)C)=CC1=O)F (R)-6-(3,3-difluorocyclobutyl)-4-((1-(3-(difluoromethyl)-2-fluorophenyl)prop-2-yn-1-yl)amino)-2-methylpyrido[4,3-d]pyrimidin-7(6H)-one